tert-butyl-1-methylhydrazine-1-carboxylate C(C)(C)(C)OC(=O)N(N)C